C(C)(C)(C)OC(=O)N1C[C@@H](CC1)N1C(N(C=2C1=NC=CC2)C2=C(C=C(C=C2)Cl)C)=O (R)-3-(1-(4-chloro-2-methylphenyl)-2-oxo-1,2-dihydro-3H-imidazo[4,5-b]pyridin-3-yl)pyrrolidine-1-carboxylic acid tert-butyl ester